C[Si](OCC)(C)C Trimethylethoxysilan